C=C(C(C(=O)[O-])O)C1=CC(=CC(=C1)C(C)(C)C)C(C)(C)C methylene(3,5-di-tert-butylhydroxyhydrocinnamate)